(2R,5S)-1-((3-Chloro-4-fluorophenyl)(4-chlorophenyl)methyl)-2,5-dimethylpiperazine hydrochloride Cl.ClC=1C=C(C=CC1F)C(N1[C@@H](CN[C@H](C1)C)C)C1=CC=C(C=C1)Cl